NC=1C=C(C=CC1C)C1=NOC(=N1)C[C@H](C)O (S)-1-(3-(3-amino-4-methylphenyl)-1,2,4-oxadiazol-5-yl)propan-2-ol